tert-butyl N-benzyl-N-{7-methylthieno[3,2-d][1,2,3]triazin-4-yl}carbamate C(C1=CC=CC=C1)N(C(OC(C)(C)C)=O)C=1C2=C(N=NN1)C(=CS2)C